6-(benzo[c]isoxazol-6-yl)-5-(1-((1-fluorocyclopentyl)methyl)-1H-pyrazol-4-yl)picolinonitrile N=1OC=C2C1C=C(C=C2)C2=C(C=CC(=N2)C#N)C=2C=NN(C2)CC2(CCCC2)F